C(=O)O.F[C@H]1C(NCC[C@H]1N1C=CC2=C1N=NC(=C2)C2=CC1=C(N=C(O1)C)C=C2O)(C)C 6-{7-[(3R,4R)-3-fluoro-2,2-dimethylpiperidin-4-yl]-7H-pyrrolo[2,3-c]pyridazin-3-yl}-2-methyl-1,3-benzoxazol-5-ol formate salt